2-chloro-N-(6-ethyl-5-(8-ethyl-2-fluoroquinazolin-6-yl)pyridin-2-yl)benzenesulfonamide ClC1=C(C=CC=C1)S(=O)(=O)NC1=NC(=C(C=C1)C=1C=C2C=NC(=NC2=C(C1)CC)F)CC